C1(=C(C=CC=C1)C#CC1=NNC2=CC=C(C=C12)C(=O)N1C[C@@H](CC1)NC)C1=CC=CC=C1 (R)-(3-([1,1'-biphenyl]-2-ylethynyl)-1H-indazol-5-yl)(3-(methylamino)pyrrolidin-1-yl)methanone